C(#N)C=1C=C(C(=O)C2=CC=C(OCC(=O)NC=3C=NC=CC3)C=C2)C=CC1 2-(4-(3-cyanobenzoyl)phenoxy)-N-(pyridin-3-yl)acetamide